C(C)C1C(C(=O)O)(O1)C1=CC=CC=C1.C(=O)O.C1(=CC=CC=C1)C1CO1 phenyl ethylene oxide formate (ETHYL-PHENYL-GLYCIDATE)